N-(4-acetamidophenyl)-6-amino-1'-methyl-1',2',3',6'-tetrahydro-[3,4'-bipyridine]-5-carboxamide C(C)(=O)NC1=CC=C(C=C1)NC(=O)C=1C=C(C=NC1N)C=1CCN(CC1)C